[C@H]12CN(C[C@H](CC1)N2)C2=NC(=NC1=C(C(=C(C=C21)Cl)C2=CC(=CC1=CC=CC=C21)O)F)OCC[C@H]2N(CCC2)C |o1:34| 4-((S or R)-4-((1R,5S)-3,8-diazabicyclo[3.2.1]octan-3-yl)-6-chloro-8-fluoro-2-(2-((S or R)-1-methyl-pyrrolidin-2-yl)ethoxy)quinazolin-7-yl)naphthalen-2-ol